[Si](C)(C)(C(C)(C)C)OCC1=C(C(=NN1)C=1C=NC=CC1)I 3-(5-(((tert-butyldimethylsilyl)oxy)methyl)-4-iodo-1H-pyrazol-3-yl)pyridine